(R)-6-(7-chloro-3-cyclohexyl-2-methyl-1,1-dioxido-5-phenyl-2,3,4,5-tetrahydrobenzo[f][1,2,5]thiadiazepin-8-yl)pyrimidine-4-carboxylic acid ClC=1C(=CC2=C(N(C[C@H](N(S2(=O)=O)C)C2CCCCC2)C2=CC=CC=C2)C1)C1=CC(=NC=N1)C(=O)O